BrCC=1C=C(C(=C(C#N)C1)F)F 5-(bromomethyl)-2,3-difluorobenzonitrile